7-{[(2S,5R)-5-[(benzyloxy)methyl]-1,4-dioxan-2-yl]methyl}-3-[(3-chloro-2-methoxyphenyl)amino]-2-(3-fluoropyridin-4-yl)-1H,5H,6H,7H-pyrrolo[3,2-c]pyridin-4-one C(C1=CC=CC=C1)OC[C@H]1OC[C@@H](OC1)CC1C2=C(C(NC1)=O)C(=C(N2)C2=C(C=NC=C2)F)NC2=C(C(=CC=C2)Cl)OC